C(C)[C@]1(C(OCC=2C(N3CC=4C(=NC=5C=C(C(=C6C5C4[C@H](CC6)[C@H](CCO)NC(C)C)C)F)C3=CC21)=O)=O)O (1S,9S)-9-Ethyl-5-fluoro-9-hydroxy-1-((S)-3-hydroxy-1-(isopropylamino)propyl)-4-methyl-1,2,3,9,12,15-hexahydro-10H,13H-benzo[de]pyrano[3',4':6,7]indolizino[1,2-b]quinoline-10,13-dione